tert-butyl 2-({[1,1'-biphenyl]-3-yl}methyl)-3-(2-ethoxy-2-oxoethyl)-3-{[(R)-2-methylpropane-2-sulfinyl] amino}piperidine-1-carboxylate C1(=CC(=CC=C1)CC1N(CCCC1(N[S@](=O)C(C)(C)C)CC(=O)OCC)C(=O)OC(C)(C)C)C1=CC=CC=C1